NC1=NC2=CC=C(C=C2C=C1C)C(=O)N([C@@H]1COC2=C1C=CC(=C2)C(F)(F)F)CC2=NC=CC=C2F 2-amino-N-((3-fluoro-2-pyridinyl)methyl)-3-methyl-N-((3S)-6-(trifluoromethyl)-2,3-dihydro-1-benzofuran-3-yl)-6-quinolinecarboxamide